6-(1-methylhydrazino)-7H-purine CN(N)C1=C2NC=NC2=NC=N1